1-(((3S)-1-((3-(1H-1,2,3-triazol-1-yl)-1-azetidinyl)sulfonyl)-3-piperidinyl)carbonyl)-N-(4-(trifluoromethyl)benzyl)-D-prolinamide N1(N=NC=C1)C1CN(C1)S(=O)(=O)N1C[C@H](CCC1)C(=O)N1[C@H](CCC1)C(=O)NCC1=CC=C(C=C1)C(F)(F)F